2-(2,6-dioxopiperidin-3-yl)-4-(2-iodoethoxy)isoindoline-1,3-dione O=C1NC(CCC1N1C(C2=CC=CC(=C2C1=O)OCCI)=O)=O